1-Hydroxy-6,6,9-trimethyl-3-pentyl-6H-benzo[c]chromene OC1=C2C3=C(C(OC2=CC(=C1)CCCCC)(C)C)C=CC(=C3)C